2-(2'-(1,3,4-Oxadiazol-2-yl)-[1,1'-biphenyl]-3-yl)-4-(trifluoromethyl)isoindolin-1-one O1C(=NN=C1)C1=C(C=CC=C1)C1=CC(=CC=C1)N1C(C2=CC=CC(=C2C1)C(F)(F)F)=O